2-chloro-N-(sulfolane-3-yl)-N-neopentyl-acetamide ClCC(=O)N(CC(C)(C)C)C1CS(=O)(=O)CC1